C(C)C=1N(C=2CCCC(C2C1)=O)CC1=CC=C(C=C1)NC(OC(C)(C)C)=O tert-butyl (4-((2-ethyl-4-oxo-4,5,6,7-tetrahydro-1H-indol-1-yl)methyl)phenyl)carbamate